C(C)(=O)NC=1N=C2N(N=C(C=C2)C=2C=C(C(=NC2)OC)C(=O)NCC2=C(C=CC=C2)N2CCOCC2)C1 5-{2-acetamidoimidazo[1,2-b]pyridazin-6-yl}-2-methoxy-N-{[2-(morpholin-4-yl)phenyl]methyl}pyridine-3-carboxamide